FC(CCC(F)(F)F)(F)C(=O)C(CCC(F)(F)F)(F)F pentafluorobutylketone